{3-[bis(2,2-dimethyl-1,3-dioxolan-4-yl)methoxy]propyl}dimethylamine CC1(OCC(O1)C(OCCCN(C)C)C1OC(OC1)(C)C)C